2-amino-[4-(trifluoromethoxy)phenyl]Acetamide hydrochloride Cl.NC(C(=O)N)C1=CC=C(C=C1)OC(F)(F)F